(Z)-5-((1H-pyrrolo[3,2-b]pyridin-3-yl)methylene)oxazolidine-2,4-dione ethyl-2-(8-methoxyphenanthridin-6-yl)-2-methylpropionate C(C)OC(C(C)(C)C=1N=C2C=CC=CC2=C2C=CC(=CC12)OC)=O.N1C=C(C2=NC=CC=C21)\C=C/2\C(NC(O2)=O)=O